N2-(2-(1H-1,2,4-triazol-1-yl)ethyl)-6-fluoro-N5-(4-fluorobenzyl)biphenyl-2,5-diamine N1(N=CN=C1)CCNC=1C(=C(C(=CC1)NCC1=CC=C(C=C1)F)F)C1=CC=CC=C1